BrC=1C=C(C(=NC1C(N(C1CC(C1)(F)F)CCC=C)=O)C(=O)O)NC(=O)OC(C)(C)C 5-Bromo-6-[but-3-enyl-(3,3-difluorocyclobutyl)carbamoyl]-3-(tert-butoxycarbonylamino)pyridine-2-carboxylic Acid